FC=1C=C(CC=2C=C(CNC(C(=O)N)=C)C=CC2OCC2=CC(=CC=C2)F)C=CC1 (S)-2-[3-(3-fluorobenzyl)-4-(3-fluorobenzyloxy)-benzylamino]propenamide